4-(3-((5-chloro-4-(1H-indol-3-yl)pyrimidin-2-yl)amino)phenyl)piperidin ClC=1C(=NC(=NC1)NC=1C=C(C=CC1)C1CCNCC1)C1=CNC2=CC=CC=C12